3-(3,4-dimethoxyphenyl)-7-methoxy-4-phenylcoumarin COC=1C=C(C=CC1OC)C=1C(OC2=CC(=CC=C2C1C1=CC=CC=C1)OC)=O